para-cresol sodium salt [Na].C1=CC(=CC=C1O)C